Cl.N[C@H](C(=O)N)C[C@H]1C(NCC1)=O (S)-2-amino-3-((S)-2-oxo-pyrrolidin-3-yl)propionamide hydrochloride